C(C)OP(OCC)(=O)CCCCCCOC(=O)OCC=C 6-(allyloxycarbonyloxy)hexylphosphonic acid diethylester